FC=1C=NC=2N(C1)N=CC2NC(OC(C)(C)C)=O tert-Butyl (6-fluoropyrazolo[1,5-a]pyrimidin-3-yl)carbamate